4-(4-(1H-imidazol-2-yl)benzyl)-8-isopropyl-N2-(tetrahydro-2H-pyran-4-yl)pyrazolo[1,5-a][1,3,5]triazine-2,4-diamine N1C(=NC=C1)C1=CC=C(CC2(NC(=NC=3N2N=CC3C(C)C)NC3CCOCC3)N)C=C1